2-amino-1'-(5-cyano-6-hydrazino-2-methylsulfanyl-pyrimidin-4-yl)spiro[5,6-dihydrocyclopenta[b]thiophene-4,3'-azetidine]-3-carbonitrile NC1=C(C2=C(S1)CCC21CN(C1)C1=NC(=NC(=C1C#N)NN)SC)C#N